7,8-DIHYDROXYFLAVONE OC1=CC=C2C(C=C(OC2=C1O)C1=CC=CC=C1)=O